O1C(CCC1)N1C=NC2=C1C=CC=C2 (tetrahydrofuran-2-yl)-1H-benzimidazole